FC(C(=O)O)(F)F.C[C@H]1CN(C[C@H](N1)C)C1=C2C=C(C=NC2=C(C=N1)C(=O)NC1=CC2=CN(N=C2C(=C1)F)C)C(=O)N 5-((3S,5R)-3,5-dimethylpiperazin-1-yl)-N8-(7-fluoro-2-methyl-2H-indazol-5-yl)-1,6-naphthyridine-3,8-dicarboxamide 2,2,2-trifluoroacetate